bis(4-hydroxyphenyl)-3-hydroxyphenyl-methane OC1=CC=C(C=C1)C(C1=CC(=CC=C1)O)C1=CC=C(C=C1)O